3-((dimethylphenoxy)thiocarbonylamino-methyl)-3,5,5-trimethylcyclohexylthiocarbamic acid (dimethylphenoxy) ester CC=1C(=C(OOC(NC2CC(CC(C2)(C)C)(C)CNC(=S)OC2=C(C(=CC=C2)C)C)=S)C=CC1)C